N-[(2-amino-3-fluoroquinolin-7-yl)methyl]-N-(2-methanesulfonylpyridin-3-yl)-2-(trifluoro-methyl)-1,3-thiazole-5-carboxamide NC1=NC2=CC(=CC=C2C=C1F)CN(C(=O)C1=CN=C(S1)C(F)(F)F)C=1C(=NC=CC1)S(=O)(=O)C